(S)-methyl 2-(7-bromo-3,4-dihydro-2H-thieno[3,4-b][1,4]oxazine-5-carboxamido)-2-cyclobutylacetate BrC=1SC(=C2C1OCCN2)C(=O)N[C@H](C(=O)OC)C2CCC2